NC=1C=C(C=C(C1)C(F)(F)F)C(C)NC1=NC(=NC2=CC(=C(C=C12)OC)C(=O)N1CCOCC1)C (4-((1-(3-amino-5-(trifluoromethyl)phenyl)ethyl)amino)-6-methoxy-2-methylquinazolin-7-yl)(morpholino)methanone